NC1=C(C=C(C=C1)C=1C=CC2=C(N(N=N2)C2=CC(=C(C(=C2)OC)OC)OC)C1)[N+](=O)[O-] 6-(4-amino-3-nitrophenyl)-1-(3,4,5-trimethoxyphenyl)-1H-benzo[d][1,2,3]triazole